ClC1=NC=C(C(=C1)C1=C(C=NC(=C1)C)C(=O)NC=1SC(=NN1)C1CC(C1)O)OC 2'-chloro-N-(5-(3-hydroxycyclobutyl)-1,3,4-thiadiazol-2-yl)-5'-methoxy-6-methyl-(4,4'-bipyridine)-3-carboxamide